O1C(=CC=C1)P(C=1OC=CC1)C=1OC=CC1 tri-2-furylphosphine